C(C)(=O)N[C@@H](CCCCN)C(=O)O N-Acetyl-Lysin